1-[2,6-bis(methoxycarbonyl)-4-pyridyl]-3-(3-sulfopropyl)-4-methyl-1H-imidazolium COC(=O)C1=NC(=CC(=C1)N1C=[N+](C(=C1)C)CCCS(=O)(=O)O)C(=O)OC